O=S1(NC2(CN(C2)C(=O)N2CC3(C2)CC(C3)CC3=CC(=C(C#N)C=C3)C(F)(F)F)CC1)=O 4-[[2-(6,6-dioxo-6lambda6-thia-2,5-diazaspiro[3.4]octane-2-carbonyl)-2-azaspiro[3.3]heptan-6-yl]methyl]-2-(trifluoromethyl)benzonitrile